1,14-diisocyanatotetradecane N(=C=O)CCCCCCCCCCCCCCN=C=O